C(CCCC)C=1N(C=NN1)N 5-amyl-4-amino-1,2,4-triazole